alpha-L-rhamnopyranosyl-(1->2) beta-D-glucopyranoside O([C@H]1[C@H](O)[C@@H](O)[C@H](O)[C@H](O1)CO)[C@H]1[C@H](O)[C@H](O)[C@@H](O)[C@@H](O1)C